N1(N=CN=C1)CCNC=1C(=CC(=CC1F)N)C1=CC=CC=C1 N2-(2-(1H-1,2,4-triazol-1-yl)ethyl)-3-fluorobiphenyl-2,5-diamine